4-bromo-N,N-dimethylaminoaniline BrC1=CC=C(N(NC)NC)C=C1